FC(COC1=C(C=C(C(=N1)OC)NS(=O)(=O)C1=CN=C2N1C=CC(=C2)C(C)(C)O)F)F N-[6-(2,2-difluoroethoxy)-5-fluoro-2-methoxy-3-pyridyl]-7-(1-hydroxy-1-methyl-ethyl)imidazo[1,2-a]pyridine-3-sulfonamide